COCCNC=1C=CC=2N(N1)C(=CN2)C#CC=2C=NC=C(C(=O)NC1=CC(=C(C=C1)CN1CCN(CC1)C)C(F)(F)F)C2 5-((6-((2-Methoxyethyl)amino)imidazo[1,2-b]pyridazin-3-yl)ethynyl)-N-(4-((4-methylpiperazin-1-yl)methyl)-3-(trifluoromethyl)phenyl)nicotinamide